C1(CC1)C1=NN(C(=C1)S(=O)(=O)N1CCC2(CC(C2)N2CC3(COC3)C2)CC1)C 6-(7-((3-Cyclopropyl-1-methyl-1H-pyrazol-5-yl)sulfonyl)-7-azaspiro[3.5]nonan-2-yl)-2-oxa-6-azaspiro[3.3]heptane